N-methyl-butyl-pyrrolidine p-toluenesulfonate CC1=CC=C(C=C1)S(=O)(=O)O.CN1C(CCC1)CCCC